ClC1=CC=C(C=C1)/C=C/B(O)O [(E)-2-(p-chlorophenyl)ethenyl]boranediol